N-Ethylcarbazol-3-aldehyd C(C)N1C2=CC=CC=C2C=2C=C(C=CC12)C=O